C(CCCS(=O)(=O)OCC)S(=O)(=O)OCC diethyl 1,4-butanedisulfonate